2-(2-bromophenyl)-7-methylimidazo[1,2-a]pyridine BrC1=C(C=CC=C1)C=1N=C2N(C=CC(=C2)C)C1